N1=CC(=CC=C1)C1=NN=C(S1)CN (5-(pyridin-3-yl)-1,3,4-thiadiazol-2-yl)methanamine